16,16-dibutoxy-3,5-hexadecadiene C(CCC)OC(CCCCCCCCCC=CC=CCC)OCCCC